(S)-3-benzyl-6,9-dimethyl-2-(pyridin-3-ylethynyl)-4H,6H-thieno[2,3-e][1,2,4]triazolo[3,4-c][1,4]oxazepine C(C1=CC=CC=C1)C1=C(SC=2N3C([C@@H](OCC21)C)=NN=C3C)C#CC=3C=NC=CC3